BrC=1C=C(C=CC1F)N1N=C(C=2CCC[C@H](C12)O)C#N (R)-1-(3-bromo-4-fluorophenyl)-7-hydroxy-4,5,6,7-tetrahydro-1H-indazole-3-carbonitrile